C1(CC1)CC(O)C1=CC=C(C=C1)C=1SC=CC1 2-cyclopropyl-1-(4-(thiophen-2-yl)phenyl)ethanol